di-sec-butyl 2,4-dioxoglutarate O=C(C(=O)OC(C)CC)CC(C(=O)OC(C)CC)=O